1-[2-(3,5-dimethylpyrazol-1-yl)-6-[5-[(6-methylpyridazin-3-yl)amino]benzimidazol-1-yl]-3-pyridyl]ethanol CC1=NN(C(=C1)C)C1=NC(=CC=C1C(C)O)N1C=NC2=C1C=CC(=C2)NC=2N=NC(=CC2)C